(S)-(5-Oxopyrrolidin-2-yl)methyl ((3'-chloro-2'-(2-chloro-3-(5-formylpicolinamido)phenyl)-6-methoxy-[2,4'-bipyridin]-5-yl)methyl)carbamate ClC=1C(=NC=CC1C1=NC(=C(C=C1)CNC(OC[C@H]1NC(CC1)=O)=O)OC)C1=C(C(=CC=C1)NC(C1=NC=C(C=C1)C=O)=O)Cl